tert-butyl 4-[2-(2,6-dioxopiperidin-3-yl)-1-oxo-3H-isoindol-5-yl]piperazine-1-carboxylate O=C1NC(CCC1N1C(C2=CC=C(C=C2C1)N1CCN(CC1)C(=O)OC(C)(C)C)=O)=O